3-(2-((tert-butyldiphenylsilyl)oxy)ethyl)cyclohexan-1-ol [Si](C1=CC=CC=C1)(C1=CC=CC=C1)(C(C)(C)C)OCCC1CC(CCC1)O